4-morpholino-2-[(2E)-2-(m-tolylmethylene)hydrazino]-N-(4-piperidyl)thieno[3,2-d]pyrimidine-6-carboxamide O1CCN(CC1)C=1C2=C(N=C(N1)N/N=C/C=1C=C(C=CC1)C)C=C(S2)C(=O)NC2CCNCC2